2-(4-(4-Chloro-5-iodo-7H-pyrrolo[2,3-d]pyrimidin-7-yl)cyclohexyl)-4-methylmorpholin ClC=1C2=C(N=CN1)N(C=C2I)C2CCC(CC2)C2CN(CCO2)C